Rac-(2s,3s,4s)-2-[(3-chloro-2-fluorophenyl)methyl]-4-fluoro-3-[(trifluoromethanesulfonyl)oxy]pyrrolidine-1-carboxylic acid benzyl ester C(C1=CC=CC=C1)OC(=O)N1[C@H]([C@@H]([C@H](C1)F)OS(=O)(=O)C(F)(F)F)CC1=C(C(=CC=C1)Cl)F |r|